N1N=CC2=CC=CC(=C12)NS(=O)(=O)C=1C=NC(=CC1)C1=CN=C(S1)OC N-(1H-indazol-7-yl)-6-(2-methoxy-1,3-thiazol-5-yl)pyridine-3-sulfonamide